ClOP(OC(C(C(C(C(C(F)(F)F)(F)F)(F)F)(F)F)(F)F)(F)F)(O)=O chloro-perfluorohexyl-phosphoric acid